N-(3-methoxy-2,2-dimethylpropionyl)-O-(trans-3-(2-(5,6,7,8-tetrahydro-1,8-naphthyridin-2-yl)ethyl)cyclobutyl)homoserine COCC(C(=O)N[C@@H](CCO[C@@H]1C[C@H](C1)CCC1=NC=2NCCCC2C=C1)C(=O)O)(C)C